N-(3-(5-fluoro-2-methylphenyl)-1H-pyrazol-4-yl)pyrazolo[1,5-a]pyrimidine-3-carboxamide FC=1C=CC(=C(C1)C1=NNC=C1NC(=O)C=1C=NN2C1N=CC=C2)C